N1=CCC(C=C1)=O pyridine-4(3H)-one